1-((3-Fluoro-4-iodopyridin-2-yl)oxy)-2-methylpropan-2-ol FC=1C(=NC=CC1I)OCC(C)(O)C